(((Methylazanediyl)Bis(Hexane-6,1-Diyl))Bis(Butyrylazanediyl))Bis(Octane-8,1-Diyl) Bis(2-Hexyldecanoate) C(CCCCC)C(C(=O)OCCCCCCCCN(CCCCCCN(CCCCCCN(C(CCC)=O)CCCCCCCCOC(C(CCCCCCCC)CCCCCC)=O)C)C(CCC)=O)CCCCCCCC